4-(2-methoxyethylsulfanyl)-6-[1-[(3S)-3-piperidyl]pyrazol-4-yl]pyrazolo[1,5-a]pyridine-3-carbonitrile COCCSC=1C=2N(C=C(C1)C=1C=NN(C1)[C@@H]1CNCCC1)N=CC2C#N